C(CC)OC(OCN1C(CCC2=CC=C(C=C12)OCCCCN1CCN(CC1)C1=CC=CC=2SC=CC21)=O)=O Carbonic acid 7-[4-(4-benzo[b]thiophen-4-ylpiperazin-1-yl)butoxy]-2-oxo-3,4-dihydro-2H-quinolin-1-ylmethyl ester propyl ester